2-((S)-8-(1'-((R)-morpholin-2-ylmethyl)-[1,4'-bipiperidin]-4-yl)-6,6a,7,8,9,10-hexahydro-5H-pyrazino[1',2':4,5]pyrazino[2,3-c]pyridazin-2-yl)phenol N1C[C@@H](OCC1)CN1CCC(CC1)N1CCC(CC1)N1C[C@H]2N(C=3C(=NN=C(C3)C3=C(C=CC=C3)O)NC2)CC1